[N+](=O)([O-])C(=O)[O-] nitromethaneAt